BrC=1C=2N(C=C(C1)OCCNC(OC(C)(C)C)=O)N=CC2C#N tert-butyl (2-((4-bromo-3-cyanopyrazolo[1,5-a]pyridin-6-yl)oxy)ethyl)carbamate